[K+].FC(CCC)S(=O)(=O)[O-] 1-fluoro-1-butanesulfonic acid potassium salt